FC1=C(C(=O)Cl)C(=CC=C1OC)F 2,6-difluoro-3-methoxybenzoyl chloride